rac-Ethyl-(E)-3-(3-((2r,4s)-2-(2-(2-fluoro-5-((6-fluoro-4-methyl-1H-indol-5-yl)oxy)phenyl)-1H-imidazol-5-yl)-4-hydroxytetrahydrofuran-2-yl)phenyl)acrylate C(C)OC(\C=C\C1=CC(=CC=C1)[C@@]1(OC[C@H](C1)O)C1=CN=C(N1)C1=C(C=CC(=C1)OC=1C(=C2C=CNC2=CC1F)C)F)=O |r|